C12CN(CC(CC1)N2)C2=NC(=NC1=C(C(=C(C=C21)F)C2=C1C=NNC1=CC(=C2C)C)F)OCC2(C(C2)(F)F)CN(C)C 1-(1-(((4-(3,8-diazabicyclo[3.2.1]octan-3-yl)-7-(5,6-dimethyl-1H-indazol-4-yl)-6,8-difluoroquinazolin-2-yl)oxy)methyl)-2,2-difluorocyclopropyl)-N,N-dimethylmethanamine